ClC1=C(C=CC=C1Cl)C1=NNC2=NC(=CN=C21)N2CC1C(C1CC2)(C2=CC=C(C=C2)F)CN [3-[3-(2,3-dichlorophenyl)-1H-pyrazolo[3,4-b]pyrazin-6-yl]-7-(4-fluorophenyl)-3-azabicyclo[4.1.0]heptan-7-yl]methanamine